C(CCCC)SC1=CC2=CC=CC=C2C=C1 2-naphthyl (amyl) thioether